ClC1=C(C=CC(=C1)F)[C@H]1COCCN1C=1C(=C(C(=O)N[C@H](C)\C=C\S(=O)(=O)C)C=CC1)F ((S)-3-(2-Chloro-4-fluorophenyl)morpholino)-2-fluoro-N-((R,E)-4-(methylsulfonyl)but-3-en-2-yl)benzamide